1-(piperidin-3-yl)-6-(pyridin-4-yl)-1H-benzo[d]imidazole N1CC(CCC1)N1C=NC2=C1C=C(C=C2)C2=CC=NC=C2